(1R)-trans-2,2-dimethyl-3-(1E-propenyl)cyclopropanecarboxylic acid methyl ester COC(=O)[C@H]1C([C@@H]1\C=C\C)(C)C